N5-((1R,5S,6s)-3-Azabicyclo[3.1.0]hexan-6-yl)-N7-methyl-3-phenyl-2,3-dihydrobenzofuran-5,7-dicarboxamid [C@@H]12CNC[C@H]2C1NC(=O)C=1C=C(C2=C(C(CO2)C2=CC=CC=C2)C1)C(=O)NC